1-chloro-2,6-dinitro-4-trifluoromethylbenzene ClC1=C(C=C(C=C1[N+](=O)[O-])C(F)(F)F)[N+](=O)[O-]